(S)-6-(tert-butyl)-3-(cyclopropylmethoxy)-2-hydroxy-10-oxo-6,10-dihydro-5H-pyrido[1,2-h][1,7]naphthyridine-9-carboxylic acid C(C)(C)(C)[C@@H]1CC=2C=C(C(=NC2C=2N1C=C(C(C2)=O)C(=O)O)O)OCC2CC2